3-Aminopropylphenylmethyl-n-propoxysilan NCCC[SiH](OCCC)CC1=CC=CC=C1